ClC=1C=CC=C2C=C(N=CC12)C1CC1 8-chloro-3-cyclopropyl-isoquinoline